C(C)(C)(C)OC(=O)N1CC2(CC2C1)C1=CC=C(C=C1)Br 1-(4-bromophenyl)-3-aza-bicyclo[3.1.0]Hexane-3-carboxylic acid tert-butyl ester